BrC1=CC=C(C=C1)C1(CCCN(CCC1)C(=O)OC(C)(C)C)O Tert-butyl 5-(4-bromophenyl)-5-hydroxyazacyclooctane-1-carboxylate